NC(C(=O)O)C1CCNCC1 α-amino-4-piperidineacetic acid